trimethylammonium indium [In+3].C[NH+](C)C